ClCC(=O)NC=1C=C2C=CC=NC2=CC1 2-chloro-N-(6-quinolinyl)acetamide